N-butyl-1-(2-(methylthio)phenyl)-N-((2-(methylthio)phenyl)(4-(tributylsilyl)phenyl)phosphaneyl)-1-(4-(tributylsilyl)phenyl)phosphanamine C(CCC)N(P(C1=CC=C(C=C1)[Si](CCCC)(CCCC)CCCC)C1=C(C=CC=C1)SC)P(C1=CC=C(C=C1)[Si](CCCC)(CCCC)CCCC)C1=C(C=CC=C1)SC